8-acetyl-1,4-diethyl-1,2,3,4-tetrahydro-7H-pyrano[2,3-g]quinoxalin-7-one C(C)(=O)C1=CC2=C(C=C3N(CCN(C3=C2)CC)CC)OC1=O